(2R)-2-{2-[(4R)-2,2-dimethyloxan-4-yl]phenyl}pyrrolidine CC1(OCC[C@H](C1)C1=C(C=CC=C1)[C@@H]1NCCC1)C